(1s,4s)-4-(4-amino-3-(4-phenoxyphenyl)-1H-pyrazolo[3,4-d]pyrimidin-1-yl)cyclohexan-1-ol NC1=C2C(=NC=N1)N(N=C2C2=CC=C(C=C2)OC2=CC=CC=C2)C2CCC(CC2)O